N1N=CN=C1C1=CC=C(C=C1)N1C=NC2=C1C=CC(=C2)C(=O)N2CCC(CC2)(F)F (1-(4-(1H-1,2,4-triazol-5-yl)phenyl)-1H-benzo[d]imidazol-5-yl)(4,4-difluoropiperidin-1-yl)methanone